(pyrrolidinyl)(diethyl)aluminum N1(CCCC1)[Al](CC)CC